6-(2-(trifluoromethyl)phenyl)quinolin FC(C1=C(C=CC=C1)C=1C=C2C=CC=NC2=CC1)(F)F